C(C)N(C(=O)[C@H]1CN([C@H]2CC=3C4=C(C2=C1)C=CC=C4NC3)C)CCO (6aS,9R)-N-ethyl-N-(2-hydroxyethyl)-7-methyl-4,6,6a,7,8,9-hexahydroindolo[4,3-fg]quinoline-9-carboxamide